methyl (2S)-2-(7-oxabicyclo[2.2.1]heptane-2-carboxamido)-9-(5,6,7,8-tetrahydro-1,8-naphthyridin-2-yl)nonanoate C12C(CC(CC1)O2)C(=O)N[C@H](C(=O)OC)CCCCCCCC2=NC=1NCCCC1C=C2